CC1=NC(=CC(=C1)C=1C=C(C=CC1)C=1N=C(SC1)NC(=O)[C@H]1N(CCC1)C(=O)C1=CN(C2=CC=CC=C12)S(=O)(=O)C)C (S)-N-(4-(3-(2,6-dimethylpyridin-4-yl)phenyl)thiazol-2-yl)-1-(1-(methylsulfonyl)-1H-indole-3-carbonyl)pyrrolidine-2-carboxamide